CC(CC)CCCC(=C)C 3,7-dimethyloct-7-en